CN1N=C(C=C1)C=1C=CC(=C(C1)O)C=1C=C2C(=NN1)N(N=C2)C2CC(NC(C2)(C)C)(C)C 5-(1-methyl-1H-pyrazol-3-yl)-2-[1-(2,2,6,6-tetramethylpiperidin-4-yl)-1H-pyrazolo[3,4-c]pyridazin-5-yl]phenol